1,3-thiazolidine-2-carboxamide S1C(NCC1)C(=O)N